CN1N=C(C(=C1)C)[C@]1(NC(NC1=O)=O)CNC(C1=C(C=CC=C1)C=1C=NC(=CC1)C(F)(F)F)=O |r| rac-N-{[4-(1,4-dimethyl-1H-pyrazol-3-yl)-2,5-dioxoimidazolidin-4-yl]methyl}-2-[6-(trifluoromethyl)pyridin-3-yl]benzamide